ClC1=C2C=NN(C2=CC(=C1C(=C)C)C(F)(F)F)C1OCCCC1 4-chloro-5-(prop-1-en-2-yl)-1-(tetrahydro-2H-pyran-2-yl)-6-(trifluoromethyl)-1H-indazole